3,5-Dimethyl-4-(4,4,5,5-tetramethyl-[1,3,2]dioxaborolan-2-yl)-isoxazole CC1=NOC(=C1B1OC(C(O1)(C)C)(C)C)C